COC(C1=CC(=C(C(=C1)Br)Br)[N+](=O)[O-])=O 3-nitro-4,5-dibromobenzoic acid methyl ester